NC=1N=NC(=CC1N1N=CC(=C1)N1CC2(CN(C2)C(=O)OC(C)(C)C)C1)C1=C(C=CC=C1)OCOC tert-butyl 6-(1-(3-amino-6-(2-(methoxymethoxy)phenyl)pyridazin-4-yl)-1H-pyrazol-4-yl)-2,6-diazaspiro[3.3]heptane-2-carboxylate